C(C)OC(=O)[C@]1(CC([C@H](C1)O)(F)F)CC1=CC(=CC=C1)C1=NC=CC=N1 |o1:5,8| (1R*,4S*)-3,3-difluoro-4-hydroxy-1-(3-(pyrimidin-2-yl)benzyl)cyclopentane-1-carboxylic acid ethyl ester